FC1=CC=C(CSC(C2=CC(=C(OCC=3OC4=C(N3)C=C(C=C4)Cl)C=C2)OC)SCC2=CC=C(C=C2)F)C=C1 ((4-(bis((4-fluorobenzyl)thio)methyl)-2-methoxyphenoxy)methyl)-5-chlorobenzo[d]oxazole